[Fe].[Cu].[Fe] iron-copper-iron